C(C)(C)(C)C1=CC=C(CN2N=C(N(C2=O)CC)CCCC=2C=C(C=CC2)C2=CC(=C(C=C2)OC)C(=O)O)C=C1 3'-(3-(1-(4-(tert-butyl)benzyl)-4-ethyl-5-oxo-4,5-dihydro-1H-1,2,4-triazol-3-yl)propyl)-4-methoxy-[1,1'-biphenyl]-3-carboxylic acid